1-(2-iodophenoxy)propan-2-amine hydrochloride Cl.IC1=C(OCC(C)N)C=CC=C1